2-amino-1-(3-hydroxy-2,6-dimethylphenyl)-5,6-dimethyl-4-oxo-pyrrolo[3,2-c]pyridine-3-carboxamide NC1=C(C=2C(N(C(=CC2N1C1=C(C(=CC=C1C)O)C)C)C)=O)C(=O)N